C1(CCCCC1)C1=CC=C(C=C1)NC=1C2=C(N=C(N1)N1C[C@H](OCC1)C)N=CC=C2 (R)-N-(4-cyclohexylphenyl)-2-(2-methylmorpholino)pyrido[2,3-d]pyrimidin-4-amine